C1(=CC=CC=C1)CN1C(=NC=C1)C 1-phenylmethyl-2-methylimidazole